ClC1=CC=NC2=CC(=CC=C12)OCCN1CCN(CC1)CC 4-chloro-7-[2-(4-ethylpiperazin-1-yl)ethoxy]Quinoline